5-(3-fluoro-4-(3-pyrrolidin-1-yl-azetidinyl)phenyl)-1H-1,2,4-triazole-3,5-diamine FC=1C=C(C=CC1N1CC(C1)N1CCCC1)C1(N=C(NN1)N)N